C/C(/C=C/C(=O)ONC(=O)C1OC=CN=C1)=C\C=C\C(=C\C=C\C=C(\C=C\C=C(/C=C/C(=O)[O-])\C)/C)\C 1-[1,4-oxazinamido] (2E,4E,6E,8E,10E,12E,14E,16Z,18E)-4,8,13,17-tetramethylicosa-2,4,6,8,10,12,14,16,18-nonaenedioate